N7-(1,2,3,4-tetrahydroquinolin-3-yl)pyrazolo[1,5-a]pyrimidine-3,7-dicarboxamide N1CC(CC2=CC=CC=C12)NC(=O)C1=CC=NC=2N1N=CC2C(=O)N